CC=1C=C2C(C(=C(OC2=C(C1)[C@@H](C)NC(OC(C)(C)C)=O)C1=CC=CC=C1)C=1N=COC1)=O tert-Butyl N-[(1R)-1-(6-methyl-3-oxazol-4-yl-4-oxo-2-phenyl-chromen-8-yl)ethyl]carbamate